N,N-diethyl-methanesulfonamide C(C)N(S(=O)(=O)C)CC